methyl 1-(5-bromo-2,3-dihydro-1H-inden-1-yl)azetidine-3-carboxylate BrC=1C=C2CCC(C2=CC1)N1CC(C1)C(=O)OC